N1C(=NC2=C1C=CC=1C=3C=CC=CC3C=CC12)C1=CC=C(C=C1)C1=CC=C(C=C1)C=O 4'-(phenanthroimidazole-2-yl)biphenyl-4-formaldehyde